[Br-].C(C)N(C1=CC=C(CCC2=CC=[N+](C=C2)CC(=O)OCC)C=C1)CC 4-(4-(diethylamino)phenethyl)-1-(2-ethoxy-2-oxoethyl)pyridin-1-ium bromide